CC=1CN(C=CN1)C1=CC=C(C=C1)B1OC(C(O1)(C)C)(C)C 3-methyl-1-(4-(4,4,5,5-tetramethyl-1,3,2-dioxaborolan-2-yl)phenyl)pyrazin